C(C)OC(=C)C1=CC=C(C=C1)S(=O)(C)=N (4-(1-ethoxyvinyl)phenyl)(imino)(methyl)-sulfanone